ClC1=C(C=C(C(=C1)Cl)OC(C)C)N1C(OC(=N1)C(C)(C)C)=O 3-[2,4-dichloro-5-(1-methylethoxy)phenyl]-5-(1,1-dimethylethyl)-1,3,4-oxadiazol-2(3H)-one